tert-butyl (4-(bis(4-methoxybenzyl)amino)-2-butoxy-6-((((5-(pyrrolidin-1-ylmethyl)thien-2-yl)methyl)amino)methyl)pyrimidin-5-yl)carbamate COC1=CC=C(CN(C2=NC(=NC(=C2NC(OC(C)(C)C)=O)CNCC=2SC(=CC2)CN2CCCC2)OCCCC)CC2=CC=C(C=C2)OC)C=C1